C(=O)(O)C=1C=C(OC2=CC=C(C=C2)C2(C3=CC=CC=C3C3=CC=C4C(=C23)C(=O)OC4=O)C4=CC=C(C=C4)OC4=CC(=C(C=C4)C(=O)O)C(=O)O)C=CC1C(=O)O 9,9-bis[4-(3,4-dicarboxyphenoxy)phenyl]fluorenedioic anhydride